3-amino-1,2,4-triazolate NC1(N=NC=N1)C(=O)[O-]